C(C1=CC=CC=C1)NC(C)C1=CC=C(C2=CC=CC=C12)F N-benzyl-1-(4-fluoronaphthalen-1-yl)ethan-1-amine